(4-((3-cyclopropyl-1H-1,2,4-triazol-1-yl)sulfonyl)phenyl)(4-(2-methoxyphenyl)-piperazin-1-yl)methanone C1(CC1)C1=NN(C=N1)S(=O)(=O)C1=CC=C(C=C1)C(=O)N1CCN(CC1)C1=C(C=CC=C1)OC